3-ethoxy-5-fluoropyridin C(C)OC=1C=NC=C(C1)F